2,6-diisopropylphenyl-iminot-butylphenyl-molybdenum (VI) bis(trifluoromethanesulfonate) FC(S(=O)(=O)[O-])(F)F.FC(S(=O)(=O)[O-])(F)F.C(C)(C)C1=C(C(=CC=C1)C(C)C)[Mo+](C1=CC=CC=C1)(C(C)(C)C)=N.C(C)(C)C1=C(C(=CC=C1)C(C)C)[Mo+](=N)(C(C)(C)C)C1=CC=CC=C1